C1(CC1)NC(C1=C(C=C(C=C1OC)C1=CN=C2N1C=CC(=C2)OCCN2CCN(CC2)C(C)C)OC(F)F)=O N-cyclopropyl-2-(difluoromethoxy)-4-[7-[2-(4-isopropylpiperazin-1-yl)ethoxy]imidazo[1,2-a]pyridin-3-yl]-6-methoxy-benzamide